(1S,3s)-3-(3-(6-(1-methyl-1H-pyrazol-4-yl)-7H-pyrrolo[2,3-d]pyrimidin-4-yl)-3,8-diazabicyclo[3.2.1]octan-8-yl)cyclobutane-1-carbonitrile CN1N=CC(=C1)C1=CC2=C(N=CN=C2N2C[C@@H]3CCC(C2)N3C3CC(C3)C#N)N1